6-[4-([[(2R,3S)-3-[(tert-butoxycarbonyl)amino]-5-carbamoylpentan-2-yl]oxy]methyl)phenyl]hexanoic acid C(C)(C)(C)OC(=O)N[C@H]([C@@H](C)OCC1=CC=C(C=C1)CCCCCC(=O)O)CCC(N)=O